COC(COC(C(ON)=C(C)C)=O)=O (isopropylidene)-aminooxyacetic acid-2-(methoxy)-2-oxoethyl ester